3-(1-methylpiperidin-3-yl)-3H-[1,2,3]triazolo[4,5-c]pyridazin CN1CC(CCC1)N1N=NC2=C1N=NC=C2